N-(2,6-dimethylphenylcarbamoylmethyl)triethylammonium chloride [Cl-].CC1=C(C(=CC=C1)C)NC(=O)C[N+](CC)(CC)CC